ClC=1C=C(C=C2C(=CC(NC12)=O)N[C@H](C(=O)N)C)C(F)(F)F (2S)-2-[[8-chloro-2-oxo-6-(trifluoro-methyl)-1H-quinolin-4-yl]amino]-propanamide